ClC1=C(N=C2N1C=CC(=C2)C(=O)O)C2=C(C=C(C=C2F)F)C=2N=CN(C2Cl)C 3-chloro-2-(2-(5-chloro-1-methyl-1H-imidazol-4-yl)-4,6-difluorophenyl)imidazo[1,2-a]pyridine-7-carboxylic acid